ClC=1C=C(C(=NC1)NC[C@H]1N(C[C@H](O[C@H]1C)C)C(=O)OC(C)(C)C)F tert-butyl (2S,3R,6R)-3-(((5-chloro-3-fluoropyridin-2-yl)amino)methyl)-2,6-dimethylmorpholine-4-carboxylate